(S)-N-((S)-4-methyl-1-oxo-1-(((S)-3-oxo-1-((S)-2-oxopyrrolidin-3-yl)-4-(trifluoromethoxy)butan-2-yl)amino)pentan-2-yl)tetrahydrofuran-2-carboxamide CC(C[C@@H](C(N[C@@H](C[C@H]1C(NCC1)=O)C(COC(F)(F)F)=O)=O)NC(=O)[C@H]1OCCC1)C